1,8-dihydroxy-2,7-dicarboxymethyl-9,10-anthraquinone OC1=C(C=CC=2C(C3=CC=C(C(=C3C(C12)=O)O)CC(=O)O)=O)CC(=O)O